gadolinium dimeglumine N(C)C[C@H](O)[C@@H](O)[C@H](O)[C@H](O)CO.N(C)C[C@H](O)[C@@H](O)[C@H](O)[C@H](O)CO.[Gd]